dipentanol ammonium [NH4+].C(CCCC)O.C(CCCC)O